N4-[6-(6-methyl-2-pyridyl)-2-pyridyl]-N2-(4-morpholinophenyl)pyrimidine-2,4-diamine CC1=CC=CC(=N1)C1=CC=CC(=N1)NC1=NC(=NC=C1)NC1=CC=C(C=C1)N1CCOCC1